Cl.CC1(OB(OC1(C)C)C=1C=NN(C1)C1CNCCC1)C 3-(4-(4,4,5,5-tetramethyl-1,3,2-dioxaborolan-2-yl)-1H-pyrazol-1-yl)piperidine HCl